N,N-dioctadecyl-2,2,2-trifluoroethylamine C(CCCCCCCCCCCCCCCCC)N(CCCCCCCCCCCCCCCCCC)CC(F)(F)F